C1(NN=CC2=CC=CC=C12)=O 1(2H)-PHTHALAZINONE